tert-butyl 4-(3-iodo-1-methyl-1H-indazol-6-yl)-3,6-dihydropyridine-1(2H)-carboxylate IC1=NN(C2=CC(=CC=C12)C=1CCN(CC1)C(=O)OC(C)(C)C)C